FC1=C(CC2=C(OCCN3CCOCC3)C=CC(=C2)C)C(=CC=C1)F 4-(2-(2-(2,6-Difluorobenzyl)-4-methylphenoxy)ethyl)morpholine